(2R,3R,4S,5R,6R)-3,5-Dihydroxy-N-((1S,2S)-2-hydroxycyclohexyl)-6-(hydroxymethyl)-N-phenethyl-4-(4-(3,4,5-trifluorophenyl)-1H-1,2,3-triazol-1-yl)tetrahydro-2H-pyran-2-carboxamid O[C@H]1[C@@H](O[C@@H]([C@@H]([C@@H]1N1N=NC(=C1)C1=CC(=C(C(=C1)F)F)F)O)CO)C(=O)N(CCC1=CC=CC=C1)[C@@H]1[C@H](CCCC1)O